2-(3-pyridinyl)N-(2-pyrimidinylmethyl)-2H-indazole-5-carboxamide N1=CC(=CC=C1)N1N=C2C=CC(=CC2=C1)C(=O)NCC1=NC=CC=N1